(1R,3S,4S)-N-(3-chloro-4-fluorophenyl)-2-(6-methyl-4-(trifluoromethyl)pyridin-2-yl)-2-azabicyclo[2.2.1]heptane-3-carboxamide ClC=1C=C(C=CC1F)NC(=O)[C@H]1N([C@@H]2CC[C@H]1C2)C2=NC(=CC(=C2)C(F)(F)F)C